C(C)N(C(=O)[C@H]1CN([C@@H]2CC=3C4=C(C2=C1)C=CC=C4NC3)CC3=CC(=CC=C3)OC)CCC (6aR,9R)-N-ethyl-7-(3-methoxybenzyl)-N-propyl-4,6,6a,7,8,9-hexahydroindolo[4,3-fg]quinoline-9-carboxamide